ClC1=NN2C(N=CC3=C2[C@@](CN3C(=O)NC=3C=NC(=C(C3)Cl)N3N=CC(=N3)COC)(C(F)(F)F)C)=C1 (R)-2-chloro-N-(5-chloro-6-(4-(methoxymethyl)-2H-1,2,3-triazol-2-yl)pyridin-3-yl)-8-methyl-8-(trifluoromethyl)-7,8-dihydro-6H-pyrazolo[1,5-a]pyrrolo[2,3-e]pyrimidine-6-carboxamide